N1N=CC2=CC(=CC=C12)NC1=NC(=NC=C1)C1=CC=C2C=C(NC2=C1)C(=O)NC=1C=NC(=CC1)OC 6-(4-((1H-indazol-5-yl)amino)pyrimidin-2-yl)-N-(6-methoxypyridin-3-yl)-1H-indole-2-carboxamide